(E)-1-[2-(2-Ethylbutoxy)-6-hydroxyphenyl]-3-(4-hydroxyphenyl)prop-2-en-1-one C(C)C(COC1=C(C(=CC=C1)O)C(\C=C\C1=CC=C(C=C1)O)=O)CC